2-iodoimidazole IC=1NC=CN1